[1-(cyclopropylmethyl)-1H-pyrrolo[2,3-b]pyridin-2-yl]-N-[(3R,4R)-4-[(2E)-4-(dimethylamino)but-2-enamido]pyrrolidin-3-yl]-1-methyl-1H-1,3-benzodiazole-5-carboxamide trihydrochloride Cl.Cl.Cl.C1(CC1)CN1C(=CC=2C1=NC=CC2)C2=NC1=C(N2C)C=CC(=C1)C(=O)N[C@@H]1CNC[C@H]1NC(\C=C\CN(C)C)=O